Ethyl 4-(2-(5-methyl-1H-imidazol-1-yl)acetamido)-2-(3-(((3R,6R,8aS,9R,10S,12R,12aR)-3,6,9-trimethyldecahydro-12H-3,12-epoxy[1,2]dioxepino[4,3-i]isochromen-10-yl)oxy)propoxy)benzoate CC1=CN=CN1CC(=O)NC1=CC(=C(C(=O)OCC)C=C1)OCCCO[C@H]1O[C@H]2[C@@]34C([C@@H](CC[C@H]3[C@H]1C)C)CC[C@@](OO4)(O2)C